ClC1=C(C=CC=C1Cl)C1=C(C=CC(=N1)CO)O 6-(2,3-dichlorophenyl)-5-hydroxy-2-pyridinemethanol